COC1=CC=C(C=N1)NC=1C(=CC=CC1C)N N1-(6-methoxypyridin-3-yl)-6-methylbenzene-1,2-diamine